CN(CCCNC(=O)C1=CC(=NN1C)C1=NC(=NC=C1)NC1=CC(=CC(=C1)C)C)C N-[3-(dimethylamino)propyl]-3-{2-[(3,5-dimethylphenyl)amino]pyrimidin-4-yl}-1-methyl-1H-pyrazole-5-carboxamide